The molecule is a 17,18-EETeTr(1-) in which the epoxy group has (17S,18R)-configuration. It is a 17,18-EETeTr(1-) and an EpETE(1-). It is a conjugate base of a 17(S),18(R)-EETeTr. CC[C@@H]1[C@@H](O1)C/C=C\\C/C=C\\C/C=C\\C/C=C\\CCCC(=O)[O-]